C1(CCC1)C(C1=NC=CC(=C1)OC1=C(C=C(C=O)C=C1F)F)(F)F 4-((2-(cyclobutyldifluoromethyl)pyridin-4-yl)oxy)-3,5-difluorobenzaldehyde